4-methoxy-1-(2-methoxyphenyl)butan-1-one COCCCC(=O)C1=C(C=CC=C1)OC